C1=CC=CC=2C3=CC=CC=C3C3(C12)C1=CC=C(C=C1OC=1C=CC(=CC13)OC(=O)NC1=CC=CC=C1)OC(=O)NC1=CC=CC=C1 4'-[spiro(xanthene-9,9'-fluorene)-2,6-diylbis(oxycarbonyl)]dianiline